(R)-2-((S)-2-((S)-2-amino-3-(1,2-diphenyl-1H-imidazol-4-yl)propanamido)-6-octanamidohexanamido)propanal N[C@H](C(=O)N[C@H](C(=O)N[C@@H](C=O)C)CCCCNC(CCCCCCC)=O)CC=1N=C(N(C1)C1=CC=CC=C1)C1=CC=CC=C1